O=S1([C@H](COCC1)CNC1=CC(NN=C1)=O)=O 5-((((S)-4,4-dioxido-1,4-oxathian-3-yl)methyl)amino)pyridazin-3(2H)-one